2-(3,3,3-trifluoropropyl)-2H-1,2,3-triazole-4-carboxamide FC(CCN1N=CC(=N1)C(=O)N)(F)F